benzyl ((1S)-1-((2S)-5-azido-6-hydroxytetrahydro-2H-pyran-2-yl)propyl)(benzyl)carbamate N(=[N+]=[N-])C1CC[C@H](OC1O)[C@H](CC)N(C(OCC1=CC=CC=C1)=O)CC1=CC=CC=C1